C(C(CCCCCCCCCCCCCCCCCC)O)O 1,2-Eicosanediol